CCC/C=C/C=C/C(CC(=O)O)O The molecule is a hydroxy monocarboxylic acid that is deca-4,6-dienoic acid substituted by a hydroxy group at position 3 (the 4E,6E-stereoisomer). It has a role as a metabolite. It is a conjugate acid of a (4E,6E)-3-hydroxydeca-4,6-dienoate.